gold copper gadolinium [Gd].[Cu].[Au]